[H-].[AlH2+] alumanylium hydride